3-[2-fluoro-4-(1H-pyrrolo[2,3-b]pyridin-4-yloxy)phenyl]-1-[3-(trifluoromethyl)phenyl]-2,4-imidazolidinedione FC1=C(C=CC(=C1)OC1=C2C(=NC=C1)NC=C2)N2C(N(CC2=O)C2=CC(=CC=C2)C(F)(F)F)=O